6-[4-(cyclopropylmethyl)piperazin-1-yl]-2-(4,6-dimethylpyrazolo[1,5-a]pyrazin-2-yl)quinazolin-4(3H)-one trifluoroacetate FC(C(=O)O)(F)F.C1(CC1)CN1CCN(CC1)C=1C=C2C(NC(=NC2=CC1)C1=NN2C(C(=NC(=C2)C)C)=C1)=O